2-[2-amino-9-[(4-nitrophenyl)methyl]purin-6-yl]pyridine-4-carbonitrile NC1=NC(=C2N=CN(C2=N1)CC1=CC=C(C=C1)[N+](=O)[O-])C1=NC=CC(=C1)C#N